5-hydroxy-2-methylpyridine sulfate S(=O)(=O)(O)O.OC=1C=CC(=NC1)C